CN1CCOB(OCC1)C(/C=C/C)CCCC (E)-6-methyl-2-(oct-2-en-4-yl)-1,3,6,2-dioxazaborocan